C1(CC1)C1=C(C(=NO1)C1=C(C=C(C=C1Cl)F)Cl)C1=CC2(C1)CCN(CC2)C2=NC=C(C(=O)O)C=C2 6-(2-(5-cyclopropyl-3-(2,6-dichloro-4-fluorophenyl)isoxazol-4-yl)-7-azaspiro[3.5]non-1-en-7-yl)nicotinic acid